1-Cyclohexyl-3-(7-((1-(pyridin-3-yl)ethyl)amino)quinazolin-2-yl)urea C1(CCCCC1)NC(=O)NC1=NC2=CC(=CC=C2C=N1)NC(C)C=1C=NC=CC1